2-(10-bromoanthracene-9-yl)dibenzofuran BrC1=C2C=CC=CC2=C(C2=CC=CC=C12)C1=CC2=C(OC3=C2C=CC=C3)C=C1